1-(6,7-dimethoxy-3-((4-methoxyphenyl)sulfonyl)quinolin-4-yl)piperidin-4-ol COC=1C=C2C(=C(C=NC2=CC1OC)S(=O)(=O)C1=CC=C(C=C1)OC)N1CCC(CC1)O